OC1(CN(CCN1)C1=CC=CC=2OCCOC21)O 5-(3,3-dihydroxypiperazin-1-yl)-2,3-dihydro-1,4-benzodioxine